FC1=C(N)C=CC(=C1C=1C=CC=2N(C1)C=NC2C2=NC1=C(N2COCC[Si](C)(C)C)C=C(C=C1)N1CCN(CC1)C)F 2,4-difluoro-3-[1-[6-(4-methylpiperazin-1-yl)-1-[[2-(trimethylsilyl)ethoxy]methyl]-1H-1,3-benzodiazol-2-yl]imidazo[1,5-a]pyridin-6-yl]aniline